C(C)OC(=O)C1=C(C2=C(S1)C=CC=C2Cl)COC2=CC(=C(C=C2)C(N)=O)COC 3-((4-carbamoyl-3-(methoxymethyl)phenoxy)methyl)-4-chlorobenzo[b]thiophene-2-carboxylic acid ethyl ester